tert-butyl (2R,4R)-4-((2,7-dichloro-8-fluoropyrido[4,3-d]pyrimidin-4-yl)(methyl)amino)-2-methylpyrrolidine-1-carboxylate ClC=1N=C(C2=C(N1)C(=C(N=C2)Cl)F)N([C@@H]2C[C@H](N(C2)C(=O)OC(C)(C)C)C)C